CON1CC(C2=CC=CC=C12)(C1=CC=C(C=C1)C)C N-methoxy-3-methyl-3-(4-methylphenyl)indoline